N1=C(C=CC=C1)S(=O)(=O)OCCC propyl pyridinesulfonate